ditolyl-butane C1(=C(C=CC=C1)C(C(C)C1=C(C=CC=C1)C)C)C